2-((R)-3-((S)-3-hydroxypyrrolidin-1-yl)-1-phenylpropoxy)-6-methyl-nicotinonitrile O[C@@H]1CN(CC1)CC[C@@H](OC1=C(C#N)C=CC(=N1)C)C1=CC=CC=C1